OC1=C(C=CC=C1)C1=CC(=CN=N1)C1=CC=C(C=C1)N1CCN(CC1)CC(=O)OC(C)(C)C tert-butyl 2-(4-(4-(6-(2-Hydroxyphenyl)pyridazin-4-yl)phenyl)piperazin-1-yl)acetate